3,4,9-trimethyl-2-(2'-methylaminophenyl)carbazole CC=1C(=CC=2N(C3=CC=CC=C3C2C1C)C)C1=C(C=CC=C1)NC